CC1=C(C(=CC(=C1)C)C)S(=O)(=O)OCCCCCCC1=C(C=C(C=C1[C@H](C)[C@@H](C)O)O)O |r| 6-(2,4-dihydroxy-6-((2SR,3RS)-3-hydroxybutan-2-yl)phenyl)hexyl 2,4,6-trimethylbenzenesulfonate